O=C1C=2C=CC(=CC2CCC1)/C=C/C(=O)OC methyl ((E)-3-(5-oxo-5,6,7,8-tetrahydronaphthalen-2-yl) acrylate)